C(C)N1N=CC(=C1C=1C(=NC(=CC1)NC)F)C(=O)O 1-Ethyl-5-(2-fluoro-6-(methylamino)pyridin-3-yl)-1H-pyrazole-4-carboxylic acid